(4S)-4,11-diethyl-3,14-dioxo-3,4,12,14-tetrahydro-1H-pyrano[3',4':6,7]indolizino[1,2-b]quinolin-4-yl L-valinate N[C@@H](C(C)C)C(=O)O[C@@]1(C(OCC=2C(N3CC=4C(=NC=5C=CC=CC5C4CC)C3=CC21)=O)=O)CC